2-[4-chloro-5-[2-(dimethylamino)ethyl]-6-oxo-pyridazin-1-yl]-N-[3-(dimethylsulfamoyl)-4-methyl-phenyl]acetamide ClC=1C=NN(C(C1CCN(C)C)=O)CC(=O)NC1=CC(=C(C=C1)C)S(N(C)C)(=O)=O